O=C1N(CCC2=CC=CC=C12)CCNC(C=C)=O 1-oxo-2-[2-(prop-2-enoylamino)ethyl]-3,4-dihydroisoquinolin